C(C)OC(C[C@@H](C1=C(C(=CC(=C1)B1OC(C(O1)(C)C)(C)C)C)F)NC(=O)OC(C)(C)C)=O.C(C=CC1=CC=CC=C1)N[S@](=O)C(C)(C)C (R)-N-cinnamyl-2-methylpropan-2-sulfinamide (S)-ethyl-3-(tert-butoxycarbonylamino)-3-(2-fluoro-3-methyl-5-(4,4,5,5-tetramethyl-1,3,2-dioxaborolan-2-yl)phenyl)propanoate